monosodium naphthyl phosphate monohydrate O.P(=O)(OC1=CC=CC2=CC=CC=C12)([O-])O.[Na+]